C1(CC1)C(C1CC1)N 1,1-dicyclopropylmethylamine